FCC(C(C(C(C(C(C(C(O)(F)F)(F)F)(F)F)(F)F)(F)F)(F)F)(F)F)(F)F heptadecafluoro-1-nonanol